C(C1=CC=CC=C1)OC=1C=C(C=CC1O)C[C@@H](C(=O)OCC1=CC=CC=C1)NC(=O)OCC1=CC=CC=C1 (S)-benzyl 3-(3-(benzyloxy)-4-hydroxyphenyl)-2-(((benzyloxy)carbonyl)amino)propanoate